O1C(OCC1)C1CCN(CC1)C=1C=CC(=NC1C)C1C(NC(CC1)=O)=O 3-(5-(4-(1,3-dioxolan-2-yl)piperidin-1-yl)-6-methylpyridin-2-yl)piperidine-2,6-dione